(R)-3-mercapto-N-((R)-3-mercapto-1-(((R)-3-mercapto-1-(methylamino)-1-oxopropan-2-yl)amino)-1-oxopropan-2-yl)-2-(methylamino)propanamide SC[C@@H](C(=O)N[C@H](C(=O)N[C@H](C(=O)NC)CS)CS)NC